(S)-34-(((benzyloxy)carbonyl)amino)-28-oxo-2,5,8,11,14,17,20,23,26-nonaoxa-29-azapentatriacontan-35-oic acid C(C1=CC=CC=C1)OC(=O)N[C@@H](CCCCNC(COCCOCCOCCOCCOCCOCCOCCOCCOC)=O)C(=O)O